methyl para-hydroxybenzoate (methyl p-hydroxybenzoate) CC1=C(C(=O)O)C=CC(=C1)O.OC1=CC=C(C(=O)OC)C=C1